(4-Chlorophenylthio) guanosine-5'-monophosphate P(=O)(O)(O)OC[C@@H]1[C@H]([C@H]([C@@](O1)(N1C=NC=2C(=O)NC(N)=NC12)SC1=CC=C(C=C1)Cl)O)O